COC([C@@H](C1=CC=CC=C1)Br)=O.NC1=C(C=C(C(=C1)C(F)(F)F)N)C(F)(F)F |r| 1,4-diamino-2,5-bis(trifluoromethyl)benzene Methyl-(2RS)-2-bromo-2-phenylacetate